2,2'-difluoromethyl-binaphthyl tert-butyl-(3S)-3-[[5-acetylsulfanyl-4-[6-cyano-1-(2-trimethylsilylethoxymethyl)indol-3-yl]pyrimidin-2-yl]amino]piperidine-1-carboxylate C(C)(C)(C)OC(=O)N1C[C@H](CCC1)NC1=NC=C(C(=N1)C1=CN(C2=CC(=CC=C12)C#N)COCC[Si](C)(C)C)SC(C)=O.FCC1=C(C2=CC=CC=C2C=C1)C1=C(C=CC2=CC=CC=C12)CF